[Na].[Ca].[Sr] Strontium calcium sodium